O=C1C=C(N=C2N1C=CC=C2)C(=O)NCC=2C=CC1=CN(N=C1C2)CCO 4-Oxo-N-((2-(2-hydroxyethyl)-2H-indazol-6-yl)methyl)-4H-pyrido[1,2-a]pyrimidine-2-carboxamide